5-((3-(8-bromo-3-(2,2,2-trifluoroethyl)indolizin-2-yl)prop-2-yn-1-yl)amino)-N-(cyclopropylsulfonyl)-6-(methoxy-d3)pyridine-2-carboxamide BrC1=CC=CN2C(=C(C=C12)C#CCNC=1C=CC(=NC1OC([2H])([2H])[2H])C(=O)NS(=O)(=O)C1CC1)CC(F)(F)F